O=C1NC(CC[C@@H]1N1C(C2=CC=C(C=C2C1=O)OCC(=O)N1CCN(CC1)C1=CC=C(C=C1)NC1=C2N=CN(C2=NC=N1)C1CC(C1)NC(C1=NC(=CC=C1)C)=O)=O)=O N-((1s,3s)-3-(6-((4-(4-(2-((2-(2,6-dioxopiperidin-3-yl)-1,3-dioxoisoindolin-5-yl)oxy)acetyl)piperazin-1-yl)phenyl)amino)-9H-purin-9-yl)cyclobutyl)-6-methylpicolinamide